tert-butyl 4-(1-(4-amino-5-cyclopropyloxy-2-cyclopropylphenyl)piperidin-4-yl)piperazine-1-carboxylate NC1=CC(=C(C=C1OC1CC1)N1CCC(CC1)N1CCN(CC1)C(=O)OC(C)(C)C)C1CC1